FC1=C(C=CC(=N1)C(=O)N)N1CCN(CC1)CC=1C=C2CC(C(=NC2=CC1)C)=O 6-fluoro-5-(4-((2-methyl-3-oxo-3,4-dihydroquinolin-6-yl)methyl)piperazine-1-yl)pyridinamide